C1=C2N(C=N1)C(CC2)C2=C(C=C(C#N)C=C2)F 4-(6,7-dihydro-5H-pyrrolo[1,2-c]imidazol-5-yl)-3-fluorobenzonitrile